CN1CCC(CC1)N1CCN(CC1)C1=CC=C(C=C1)[N+](=O)[O-] 1-(1-methylpiperidin-4-yl)-4-(4-nitrophenyl)piperazine